ethyl 1,6-dimethyl-3-nitro-2-oxo-pyridine-4-carboxylate CN1C(C(=C(C=C1C)C(=O)OCC)[N+](=O)[O-])=O